(3s,5r)-3-[2-[[6-amino-1-methyl-3-[2-(methylamino)-2-oxo-ethoxy]-2-oxo-8-quinolinyl]oxy]ethoxy]-5-methyl-piperidine-1-carboxylic acid tert-butyl ester C(C)(C)(C)OC(=O)N1C[C@H](C[C@H](C1)C)OCCOC=1C=C(C=C2C=C(C(N(C12)C)=O)OCC(=O)NC)N